(1S,2R,5R)-8-(benzyl(methyl)carbamoyl)-3-(diphenylcarbamoyl)-3,8-diazabicyclo[3.2.1]octane-2-carboxylic acid C(C1=CC=CC=C1)N(C(=O)N1[C@@H]2[C@@H](N(C[C@H]1CC2)C(N(C2=CC=CC=C2)C2=CC=CC=C2)=O)C(=O)O)C